Z-3-bromo-1,3-difluoro-2-(fluoromethyl)butene BrC(\C(=C/F)\CF)(C)F